tert-butyl 3-(8-bromo-3,4-dihydro-2H-pyrido[4,3-b][1,4]oxazine-4-carbonyl)azetidine-1-carboxylate BrC1=CN=CC2=C1OCCN2C(=O)C2CN(C2)C(=O)OC(C)(C)C